tert-butyl 4-[2-(2,6-dioxopiperidin-3-yl)-1,3-dioxo-2,3-dihydro-1H-isoindol-4-yl]piperazine-1-carboxylate O=C1NC(CCC1N1C(C2=CC=CC(=C2C1=O)N1CCN(CC1)C(=O)OC(C)(C)C)=O)=O